ClC1=CC(=C(COC2=NC=CC=C2C2CCN(CC2)CC2=NC3=C(N2C[C@H]2OCC2)C=CC=C3)C=C1)F 2-((4-{2-[(4-Chloro-2-fluorobenzyl)oxy]pyridin-3-yl}piperidin-1-yl)methyl)-1-((2S)-oxetan-2-ylmethyl)-1H-benzimidazol